N4-(2-Fluoroethyl)-N4-methyl-N2-(7-methyl-1H-indazol-5-yl)-6-(trifluoromethyl)pyridine-2,3,4-triamine FCCN(C1=C(C(=NC(=C1)C(F)(F)F)NC=1C=C2C=NNC2=C(C1)C)N)C